FC(C(=O)OOC(C(C(C(C(C(C(C(F)(F)F)(F)F)(F)F)(F)F)(F)F)(F)F)(F)F)=O)(C(C(C(C(C(C(F)(F)F)(F)F)(F)F)(F)F)(F)F)(F)F)F di(perfluorooctanoyl) peroxide